FC1=C(C=CC(=C1F)OC)C1=CN=C2N1C=CN=C2NC2=CC(=C(C(=O)NCC1CCNCC1)C=C2)C 4-[[3-(2,3-difluoro-4-methoxy-phenyl)imidazo[1,2-a]pyrazin-8-yl]amino]-2-methyl-N-(4-piperidylmethyl)benzamide